Benzopyridine hydrochloride Cl.N1=CC=CC2=C1C=CC=C2